α-methyl-1-naphthyl-D-alanine CC(NC1=CC=CC2=CC=CC=C12)(C)C(=O)O